methyl 5-fluoro-6-methoxy-2-methylnicotinate FC=1C(=NC(=C(C(=O)OC)C1)C)OC